O1C(COC2=C1C=CC=C2)C2=CC=C(CN1CCOCCC1)C=C2 4-[4-(2,3-dihydro-1,4-benzodioxin-2-yl)benzyl]-1,4-oxaazepane